FC1=C(C(=CC(=C1)OC)F)[C@H]1[C@@H](C(NC1)=O)NC1=NN=C(O1)C1=CC=C(OC2=NC=CC(=C2)C#N)C=C1 2-[4-(5-{[(3S,4R)-4-(2,6-Difluoro-4-methoxyphenyl)-2-oxopyrrolidin-3-yl]amino}-1,3,4-oxadiazol-2-yl)phenoxy]pyridin-4-carbonitril